[N+](=O)([O-])C1=CC=2C(C3=CC=C(C=C3C(C2C=C1)=O)[N+](=O)[O-])=O 2,6-dinitroanthraquinone